C(=O)(OC(C)(C)C)N1CC2=CC(=CC=C2CC1)N 2-boc-7-amino-1,2,3,4-tetrahydroisoquinoline